C1(=CC=CC=C1)S(=O)(=O)NC1=CC=C(C2=CC=CC=C12)N([C@H](CC(=O)O)C)CC#C (S)-3-((4-(phenylsulfonamido)naphthalen-1-yl)(prop-2-yn-1-yl)amino)butanoic acid